COC1=CC=C(CN2NC(=CN(C2)CC2=CC=C(C=C2)OC)C2OCCC2)C=C1 2,N4-bis(4-methoxybenzyl)-6-(2-tetrahydrofuranyl)-1,2,4-triazine